3-((4-(chloromethyl)-6-fluoropyridin-3-yl)amino)piperidine-2,6-dione ClCC1=C(C=NC(=C1)F)NC1C(NC(CC1)=O)=O